4-{[1-(benzo[c][1,2,5]oxadiazol-4-ylmethyl)-1H-pyrazol-4-yl]methyl}-6-hydroxy-5-oxo-4,5-dihydrothieno[3,2-b]pyridine-7-carboxylic acid N=1ON=C2C1C=CC=C2CN2N=CC(=C2)CN2C1=C(C(=C(C2=O)O)C(=O)O)SC=C1